tropylium tetrakis(pentafluorophenyl)borate FC1=C(C(=C(C(=C1[B-](C1=C(C(=C(C(=C1F)F)F)F)F)(C1=C(C(=C(C(=C1F)F)F)F)F)C1=C(C(=C(C(=C1F)F)F)F)F)F)F)F)F.[CH+]1C=CC=CC=C1